(3S,5R,8R,9S,10S,12R,13S,14S,17R)-12,14-dihydroxy-10,13-dimethyl-17-(5-oxo-2,5-dihydrofuran-3-yl)hexadecahydro-1H-cyclopenta[a]phenanthren-3-yl (2-morpholinoethyl) carbonate C(O[C@H]1CC[C@@]2([C@H]3C[C@H]([C@@]4([C@H](CC[C@@]4([C@@H]3CC[C@@H]2C1)O)C=1COC(C1)=O)C)O)C)(OCCN1CCOCC1)=O